NCC(C(O)([2H])[2H])(F)F 3-amino-2,2-difluoropropan-1,1-d2-1-ol